(4R)-2-(2-amino-2-oxo-ethyl)-4-methyl-N-[5-[(4-methylpiperazin-1-yl)methyl]-4-(trifluoromethyl)-2-pyridyl]-3,4-dihydro-1H-isoquinoline-7-carboxamide NC(CN1CC2=CC(=CC=C2[C@H](C1)C)C(=O)NC1=NC=C(C(=C1)C(F)(F)F)CN1CCN(CC1)C)=O